(±)-3-(2-decyl-1,3-dioxolan-4-yl)-1-phenylpropan-1-one C(CCCCCCCCC)C1OCC(O1)CCC(=O)C1=CC=CC=C1